8-[6-({[4-(Aminomethyl)phenyl]methyl}amino)pyridin-3-yl]-1-cyclopropyl-3-ethylxanthine NCC1=CC=C(C=C1)CNC1=CC=C(C=N1)C1=NC=2N(C(N(C(C2N1)=O)C1CC1)=O)CC